CN(CCCO)C 3-(Dimethylamino)propan-1-ol